5-chloro-2-hydroxy-3-((2-methoxyethoxy)methyl)-N-(2-(trifluoromethyl)pyrimidin-5-yl)benzamide ClC=1C=C(C(=C(C(=O)NC=2C=NC(=NC2)C(F)(F)F)C1)O)COCCOC